C(#N)C1(CCN(CC1)C(=O)NC=1SC(=C(N1)C1=CC(=CC=C1)C#N)C1=CC(=NC(=C1)C)CO)C 4-cyano-N-[4-(3-cyanophenyl)-5-[2-(hydroxymethyl)-6-methyl-4-pyridinyl]thiazol-2-yl]-4-methyl-piperidine-1-carboxamide